FC1=NC=C(C=C1OC)B(O)O 2-FLUORO-3-METHOXYPYRIDINE-5-BORONIC ACID